COC1=C(CN(S(=O)(=O)C2=C(C=C(C=C2F)N2C[C@@](CCC2)(CCC2=CC(=CC=C2)C(F)(F)F)N(C)C)F)C2=NOC=C2)C=CC(=C1)OC (S)-N-(2,4-Dimethoxybenzyl)-4-(3-(dimethylamino)-3-(3-(trifluoromethyl)-phenethyl)piperidin-1-yl)-2,6-difluoro-N-(isoxazol-3-yl)benzenesulfonamide